(R)-N-(5-Chloro-6-(2H-1,2,3-triazol-2-yl)pyridin-3-yl)-1-(1-(3-hydroxy-pyrrolidin-1-yl)isochinolin-4-yl)-5-(trifluoromethyl)-1H-pyrazol-4-carboxamid ClC=1C=C(C=NC1N1N=CC=N1)NC(=O)C=1C=NN(C1C(F)(F)F)C1=CN=C(C2=CC=CC=C12)N1C[C@@H](CC1)O